tris(2,4-dit-butyl phenyl) phosphite P(OC1=C(C=C(C=C1)C(C)(C)C)C(C)(C)C)(OC1=C(C=C(C=C1)C(C)(C)C)C(C)(C)C)OC1=C(C=C(C=C1)C(C)(C)C)C(C)(C)C